amino-4-methylcoumarin hydrochloride CC1=C(C(=O)OC2=CC=CC=C12)N.Cl